trans-4-bromo-N-(4-(2-(dimethylamino)cyclopropyl)phenyl)-benzamide BrC1=CC=C(C(=O)NC2=CC=C(C=C2)[C@H]2[C@@H](C2)N(C)C)C=C1